5,6-Difluoro-8-(4-(trifluoromethyl)phenyl)quinoline-3-carboxylic acid FC1=C2C=C(C=NC2=C(C=C1F)C1=CC=C(C=C1)C(F)(F)F)C(=O)O